C(C)S(=O)(=O)C=1C(=NC=C(C1)C1=CC=C(C=C1)OC(F)(F)F)C1=NC=2N(C=C1)N=C(N2)C(F)(F)F 5-(3-(ethylsulfonyl)-5-(4-(trifluoromethoxy)phenyl)pyridin-2-yl)-2-(trifluoromethyl)-[1,2,4]triazolo[1,5-a]pyrimidine